C(C)OC(=O)C1=C(N=C(O1)C1=CC2=C(S1)C(=CC(=C2)OC(C)C)Br)C 2-(7-bromo-5-isopropoxybenzo[b]thiophen-2-yl)-4-methyl-oxazole-5-carboxylic acid ethyl ester